ClC=1C=CC2=C(C(=NCC=3N2C=C(N3)CC(=O)O)C3=C(C=CC=C3)F)C1 2-(8-chloro-6-(2-fluorophenyl)-4H-benzo[f]imidazo[1,2-a][1,4]diazepin-2-yl)acetic acid